1-(3-fluoro-4-(5-(trifluoromethyl)-1,2,4-oxadiazol-3-yl)phenyl)-2-(3,3,3-trifluoropropoxy)ethan-1-one FC=1C=C(C=CC1C1=NOC(=N1)C(F)(F)F)C(COCCC(F)(F)F)=O